OC1(CC(C=O)=C(C=C1)C)C 3-hydroxy-3,6-dimethylbenzaldehyde